2,4,6-tris(α-hydroxyisopropyl)phenyl benzoate C(C1=CC=CC=C1)(=O)OC1=C(C=C(C=C1C(C)(C)O)C(C)(C)O)C(C)(C)O